tert-Butyl (6S,7S)-7-(difluoromethylsulfonylamino)-6-[[3-(3,5-difluorophenyl)-2-fluoro-phenyl] methyl]-5-azaspiro[2.4]heptane-5-carboxylate FC(S(=O)(=O)N[C@@H]1[C@@H](N(CC12CC2)C(=O)OC(C)(C)C)CC2=C(C(=CC=C2)C2=CC(=CC(=C2)F)F)F)F